C1(=CC=CC=C1)C1CC1 (1S,2S)-2-phenylcyclopropane